2,3-diethyl-6-methyl-4-butoxyphenol C(C)C1=C(C(=CC(=C1CC)OCCCC)C)O